tert-Butyl (2-hydroxy-2-methyl-1-(4-((1-methylcyclopentyl)methoxy-d2)phenyl)propyl)carbamate OC(C(C1=CC=C(C=C1)OC([2H])([2H])C1(CCCC1)C)NC(OC(C)(C)C)=O)(C)C